C(=O)O.N1(CCOCC1)C[C@H](C1=CC=CC=C1)NC(=O)C1=NN2C(C(NC(=C2)C2=CC3=CC=CC=C3C=C2)=O)=C1 N-[(1S)-2-(Morpholin-4-yl)-1-phenylethyl]-6-(naphthalen-2-yl)-4-oxo-4,5-dihydropyrazolo[1,5-a]-pyrazine-2-carboxamide formic acid salt